5-methyl-3-(4-Ethylphenyl)-pyrazol-4-ol CC1=C(C(=NN1)C1=CC=C(C=C1)CC)O